diethyl (2,6-dimethylcyclohexylmethylene)malonate CC1C(C(CCC1)C)C=C(C(=O)OCC)C(=O)OCC